N-[5-(methylsulfanyl)-1,3,4-thiadiazol-2-yl]-3-(thiophen-3-yl)-1,2-oxazole-5-carboxamide CSC1=NN=C(S1)NC(=O)C1=CC(=NO1)C1=CSC=C1